ClC1=CC=C(S1)CNC1=CC(=NN1C(C(C)(C)C)=O)C=1C(N(C=CC1)CCCC(=O)O)=O 4-[3-(5-{[(5-chlorothiophen-2-yl)methyl]amino}-1-(2,2-dimethylpropanoyl)-1H-pyrazol-3-yl)-2-oxo-1,2-dihydropyridin-1-yl]butanoic acid